FC1(CN(CC[C@H]1NC1=NN2C(C(=N1)OC)=C(C(=C2)F)C=2C=CC1=C(N(N=N1)CC(F)(F)F)C2)S(=O)(=O)C)F (R)-N-(3,3-difluoro-1-(methylsulfonyl)piperidin-4-yl)-6-fluoro-4-methoxy-5-(1-(2,2,2-trifluoroethyl)-1H-benzo[d][1,2,3]triazol-6-yl)pyrrolo[2,1-f][1,2,4]triazin-2-amine